BrC1=NN(C(=N1)Br)CC1CC(C1)(F)F 3,5-dibromo-1-((3,3-difluorocyclobutyl)methyl)-1H-1,2,4-triazole